(R)-5-(4-trifluoromethylphenyl)-4,4-dimethyl-1,3-dioxolan-2-one FC(C1=CC=C(C=C1)[C@@H]1C(OC(O1)=O)(C)C)(F)F